CN(CCC1=NN(C(C=C1C(F)(F)F)=O)C(C(=O)O)CC(C)C)C 2-(3-(2-(dimethylamino)ethyl)-6-oxo-4-(trifluoromethyl)pyridazine-1(6H)-yl)-4-methylpentanoic acid